8-bromo-3-cyclopropyl-6,7-difluoro-2-tetrahydropyran-4-yl-quinazolin-4-one BrC=1C(=C(C=C2C(N(C(=NC12)C1CCOCC1)C1CC1)=O)F)F